methylethyl furan-3,4-dicarboxylate O1C=C(C(=C1)C(=O)[O-])C(=O)OC(C)C